(12aR)-10-chloro-9-(2,3-difluoro-6-methoxyphenyl)-8-fluoro-3,4,12,12a-tetrahydro-6H-pyrazino[2,1-C][1,4]benzoxazepine-2(1H)-carboxylic acid tert-butyl ester C(C)(C)(C)OC(=O)N1C[C@@H]2COC3=C(CN2CC1)C=C(C(=C3Cl)C3=C(C(=CC=C3OC)F)F)F